tert-butyl 3-(5-(5-((3-cyanophenyl)(cyclopropylmethylamino)methyl)-2-fluorophenylcarbamoyl)-3-(trifluoromethyl)-1H-pyrazol-1-yl)benzylcarbamate C(#N)C=1C=C(C=CC1)C(C=1C=CC(=C(C1)NC(=O)C1=CC(=NN1C=1C=C(CNC(OC(C)(C)C)=O)C=CC1)C(F)(F)F)F)NCC1CC1